tert-Butyl ((1S,3S)-3-((5-aminopyridin-2-yl)amino)cyclopentyl)carbamate NC=1C=CC(=NC1)N[C@@H]1C[C@H](CC1)NC(OC(C)(C)C)=O